O1COC2=C1C=CC(=C2)C=CC(=O)C2=C(C=CC=C2)O 3-(1,3-Benzodioxol-5-yl)-1-(2-hydroxyphenyl)prop-2-en-1-one